4-((1R,3S)-3-(cyclopropylmethyl)-6-methoxy-1,2,3,4-tetrahydroisoquinolin-1-yl)benzonitrile C1(CC1)C[C@@H]1N[C@@H](C2=CC=C(C=C2C1)OC)C1=CC=C(C#N)C=C1